12-dodecanehydroxamic acid CCCCCCCCCCCC(=O)NO